6-((S)-1-methoxyethyl)-3',6'-dihydro-[3,4-bipyridine]-1'(2'H)-carboxylate CO[C@@H](C)C1=CC=C(C=N1)C=1CCN(CC1)C(=O)[O-]